6-bromo-N4-(1-(3-(difluoromethyl)-2-methylphenyl)ethyl)-N7-isopropyl-2-methyl-quinazoline-4,7-diamine BrC=1C=C2C(=NC(=NC2=CC1NC(C)C)C)NC(C)C1=C(C(=CC=C1)C(F)F)C